N,N-dimethyl-4-((r-(2-oxopropyl)spiro[indoline-3,4'-piperidin]-1-yl)sulfonyl)benzenesulfonamide CN(S(=O)(=O)C1=CC=C(C=C1)S(=O)(=O)N1CC2(CCN(CC2)CC(C)=O)C2=CC=CC=C12)C